9-((1s,4s)-4-(aminomethyl)cyclohexyl)-N8-(3,5-dichlorophenyl)-N2-(4-methyltetrahydro-2H-pyran-4-yl)-9H-purine-2,8-diamine NCC1CCC(CC1)N1C2=NC(=NC=C2N=C1NC1=CC(=CC(=C1)Cl)Cl)NC1(CCOCC1)C